C(C)(CC)NC1=NC=C(C(=N1)N[C@H]1C[C@H]([C@@H](CC1)C)O)C(=O)N 2-(sec-butylamino)-4-((1R,3R,4R)-3-hydroxy-4-methylcyclohexylamino)pyrimidine-5-carboxamide